2-(2,3-dichlorophenyl)-N-(2-methoxyethyl)ethylamine ClC1=C(C=CC=C1Cl)CCNCCOC